2-(3-(dimethylamino)propyl)-N-(4-fluorobenzyl)-3-(indolin-7-yl)aniline CN(CCCC1=C(NCC2=CC=C(C=C2)F)C=CC=C1C=1C=CC=C2CCNC12)C